2-Amino-2-[2-(Benzo[d]isoxazol-3-yl)phenyl]ethyl-N,N-dimethylpyridine-2-carboxamide NC(CC=1C(=NC=CC1)C(=O)N(C)C)C1=C(C=CC=C1)C1=NOC2=C1C=CC=C2